O1COCC2=C1C=CC=C2C(CC(=O)NN)C2=NC1=CC=CC=C1C=C2 3-(benzo[d][1,3]dioxan-5-yl)-N'-(quinolin-2-yl)propionyl-hydrazine